COC(=O)C1=NC=NC(=C1)NC1CCS(CC1)(O)O 6-((1,1-dihydroxytetrahydro-2H-thiopyran-4-yl)amino)pyrimidine-4-carboxylic acid methyl ester